N-[6-(difluoromethyl)-2-pyridyl]-2-[1-[2-[4-[4-(2,6-dioxo-3-piperidyl)phenyl]-1-piperidyl]-2-oxo-ethyl]-4-piperidyl]-7-isopropoxy-imidazo[1,2-a]pyridine-6-carboxamide FC(C1=CC=CC(=N1)NC(=O)C=1C(=CC=2N(C1)C=C(N2)C2CCN(CC2)CC(=O)N2CCC(CC2)C2=CC=C(C=C2)C2C(NC(CC2)=O)=O)OC(C)C)F